2,3-Bis(3,4-dihydroxybenzyl)butyrolactone OC=1C=C(CC2C(=O)OCC2CC2=CC(=C(C=C2)O)O)C=CC1O